ClC1=CC(=C(C=C1)C=1OC(=CN1)C(=O)O)F 2-(4-chloro-2-fluoro-phenyl)oxazole-5-carboxylic acid